cyclopropylmethyl (1s,4s)-4-(3-chloroanilino)-2'-[3-(cyclopropylmethoxy)phenyl]spiro[cyclohexane-1,1'-indene]-4-carboxylate ClC=1C=C(NC2(CCC3(C(=CC4=CC=CC=C34)C3=CC(=CC=C3)OCC3CC3)CC2)C(=O)OCC2CC2)C=CC1